Tert-butyl (S)-2-(2-(2-bromo-4,6-difluorophenyl)acetyl)pyrrolidine-1-carboxylate BrC1=C(C(=CC(=C1)F)F)CC(=O)[C@H]1N(CCC1)C(=O)OC(C)(C)C